tert-butyl 2-[(6-hydroxyhexa-2,4-diyn-1-yl)oxy]acetate OCC#CC#CCOCC(=O)OC(C)(C)C